ClC1=C2C=CNC2=C(C=C1)C=1[C@H](N(C[C@@H](C1)C)C)CO ((2S,5R)-3-(4-chloro-1H-indol-7-yl)-1,5-dimethyl-1,2,5,6-tetrahydropyridin-2-yl)methanol